CC1=C(C#N)C=C(C(=C1)C#N)C 2,5-dimethylterephthalonitrile